N=1C=CN2C1N=CC(=C2)C=2C=CN1N=C(N=C(C12)OC)NC1CCC2(CC2)CC1 5-(imidazo[1,2-a]pyrimidin-6-yl)-4-methoxy-N-(spiro[2.5]oct-6-yl)pyrrolo[2,1-f][1,2,4]triazin-2-amine